CC1=CNC2=CC=C(C=C12)C1=CC=C(C=C1)CC(=O)O 2-(4-(3-methyl-1H-indol-5-yl)phenyl)acetic acid